C(#N)C1=CC(=NC=N1)OC1CN(C1)C(=O)OC(C)(C)C tert-butyl 3-((6-cyanopyrimidin-4-yl)oxy)azetidine-1-carboxylate